[Na].OCC(CS(=O)(=O)O)O 1,2-dihydroxyl-3-propanesulfonic acid sodium